C(CCCCC(=O)OCCOCCOCCCC)(=O)OCCOCCOCCCC Bis[2-(2-butoxyethoxy)ethyl] adipate